3-(((R)-7-((2S,4R)-2-(2,5-difluorophenyl)-4-(isopropylamino)piperidine-1-carbonyl)-7-azaspiro[4.5]dec-10-yl)methyl)-6-fluoroquinazolin-4(3H)-one FC1=C(C=C(C=C1)F)[C@H]1N(CC[C@H](C1)NC(C)C)C(=O)N1CC2(CCCC2)[C@@H](CC1)CN1C=NC2=CC=C(C=C2C1=O)F